BrC1=CC=C(C2=CC=CC=C12)NC(C1=CC=CC=C1)=O N-(4-bromonaphthalen-1-yl)benzamide